FC1(CCN(CC1)C1=C(C=CC(=N1)NC(=O)C1=CC(=C(C=C1N1CCC2(CC2)CC1)NS(=O)(=O)CC(=O)OCC)C)OC)F Ethyl 2-(N-(4-((6-(4,4-difluoropiperidin-1-yl)-5-methoxypyridin-2-yl)carbamoyl)-2-methyl-5-(6-azaspiro[2.5]octan-6-yl)phenyl)sulfamoyl)acetate